5-(4-methyl-1H-imidazole-1-yl)-2-nitropyridine CC=1N=CN(C1)C=1C=CC(=NC1)[N+](=O)[O-]